BrC(C(=O)OCC(C(=O)OCCOCCOCCOCCOOCC=C)(C)COC(C(C)(C)Br)=O)(C)C 2,2-bis[(2-bromoisobutyryloxy)methyl]propionic acid, 12-(allyloxy)-3,6,9,12-tetraoxadodecyl ester